C(C)(C)N1CC1 (S)-1-isopropyl-aziridine